O=C1CN(CCN1CC1CCNCC1)C(=O)OC(C)(C)C tert-butyl 3-oxo-4-(piperidin-4-ylmethyl)piperazine-1-carboxylate